4-Amino-7-(trifluoromethyl)-1-(4-aminophenyl)-2-oxo-pyrido[3,2-b]pyridine-3-carboxylic acid methyl ester COC(=O)C1=C(C2=C(N(C1=O)C1=CC=C(C=C1)N)C=C(C=N2)C(F)(F)F)N